O[C@H](COC=1C=C(C=CC1)S(=O)(=O)NCCOC)CN[C@H]1COC2(C1)CCN(CC2)S(=O)(=O)C2=CC1=C(OCCN1C)N=C2 3-((S)-2-hydroxy-3-((R)-8-(1-methyl-2,3-dihydro-1H-pyrido[2,3-b][1,4]oxazin-7-ylsulfonyl)-1-oxa-8-azaspiro[4.5]decan-3-ylamino)propoxy)-N-(2-methoxyethyl)benzenesulfonamide